C(C)(C)(C)OC(=O)NC1C(CCC(C1)O)C(=O)[O-] 2-((tert-butoxycarbonyl)amino)-4-hydroxycyclohexane-1-carboxylate